2-{4-[(cyclopentylamino)meth-yl]phenyl}-N-(1-methylpiperidin-4-yl)-1-(2,2,2-trifluoroethyl)-1H-indol-4-amine C1(CCCC1)NCC1=CC=C(C=C1)C=1N(C=2C=CC=C(C2C1)NC1CCN(CC1)C)CC(F)(F)F